potassium (Z)-N-((S)-((tert-butoxycarbonyl)amino)(trans-2-(ethoxycarbonyl) cyclopropyl)(oxo)-λ6-sulfanylidene)-N'-(1,2,3,5,6,7-hexahydro-s-indacen-4-yl)carbamimidate C(C)(C)(C)OC(=O)N[S@](=N/C(/[O-])=N/C1=C2CCCC2=CC=2CCCC12)(=O)[C@H]1[C@@H](C1)C(=O)OCC.[K+]